C(C1=CC=CC=C1)OC1=C(C(=NC(=C1)C1=C(C=C(C(=C1)Cl)C(C)(C)C)C)C)C1=NC(=NC=C1)C#N 4-[4-benzyloxy-6-(4-tert-butyl-5-chloro-2-methyl-phenyl)-2-methyl-3-pyridyl]pyrimidine-2-carbonitrile